silver lithium manganese phosphate P(=O)([O-])([O-])[O-].[Mn+2].[Li+].[Ag+]